N-((3-fluoro-4-hydroxyphenyl)(phenyl)methyl)-2-oxo-6-(trifluoromethyl)-1,2-dihydropyridine-3-carboxamide FC=1C=C(C=CC1O)C(NC(=O)C=1C(NC(=CC1)C(F)(F)F)=O)C1=CC=CC=C1